2-fluoro-4-fluoro-6-(7-fluoro-1H-indol-6-yl)pyridine FC1=NC(=CC(=C1)F)C1=CC=C2C=CNC2=C1F